N[C@@H](CC(=O)OC)C methyl (R)-3-aminobutanoate